5-(3,5-dimethoxyphenyl)-3-oxovaleronitrile COC=1C=C(C=C(C1)OC)CCC(CC#N)=O